((5R,7aS)-5-(methoxymethyl)-2-methylenetetrahydro-1H-pyrrolizin-7a(5H)-yl)-methanol COC[C@@H]1N2CC(C[C@@]2(CC1)CO)=C